4-cyclohexanedimethanol dimyristate C(CCCCCCCCCCCCC)(=O)OCC1CCC(CC1)COC(CCCCCCCCCCCCC)=O